ClC=1C2=C(N=CN1)N(C=C2)[C@@H]2O[C@@H]([C@H]1OC(O[C@H]12)(C)C)[C@@H]1OCCC2=C1SC(=C2)Cl 4-chloro-7-[(3aR,4R,6S,6aR)-2,2-dimethyl-6-[(7S)-2-chloro-5,7-dihydro-4H-thieno[2,3-c]pyran-7-yl]-3a,4,6,6a-tetrahydrofuro[3,4-d][1,3]dioxol-4-yl]pyrrolo[2,3-d]pyrimidine